C(C)(C)(C)C1(N(CCOCCOCCC(NCCOCCOCCC1)=O)CC1=CC=CC=C1)C1=CC=CC=C1 tert-butyl-2-benzyl-11-oxo-1-phenyl-5,8,15,18-tetraoxa-2,12-diazacycloheneicosan